(9R,13S)-13-{4-[5-chloro-2-(pyridin-4-yl)phenyl]-6-oxo-1,6-dihydropyrimidin-1-yl}-3,9-dimethyl-3,4,7,15-tetraazatricyclo[12.3.1.02,6]Octadec-1(18),2(6),4,14,16-pentaen-8-one ClC=1C=CC(=C(C1)C=1N=CN(C(C1)=O)[C@H]1CCC[C@H](C(NC=2C=NN(C2C=2C=CN=C1C2)C)=O)C)C2=CC=NC=C2